5-(methylcarbamoyl)-2-(pyridin-2-yl)-1H-benzo[d]imidazol CNC(=O)C1=CC2=C(NC(=N2)C2=NC=CC=C2)C=C1